OCCC(CCCCC)O 1,3-dihydroxyoctane